C(C)OC(=O)C=1CCCOC1C.C(=C)[Si](OCC)(OCC)OCC vinyl-triethoxysilane ethyl-6-methyl-3,4-dihydro-2H-pyran-5-carboxylate